Ethyl 4-((4-((2-fluorophenyl)ethynyl)benzamido)methyl)tetrahydro-2H-pyran-4-carboxylate FC1=C(C=CC=C1)C#CC1=CC=C(C(=O)NCC2(CCOCC2)C(=O)OCC)C=C1